2-amino-1-fluoro-4-methyl-1,1-diphenylpentane NC(C(C1=CC=CC=C1)(C1=CC=CC=C1)F)CC(C)C